Cl[SiH2]N1CCCC2CCCCC12 N-(chlorosilyl)decahydroquinoline